ClC1=CC=C(C=C1)C1=NN(C[C@H]1C=1SC=CC1)\C(\NC(=O)NC(C)=O)=N/S(=O)(=O)C1=CC=C(C=C1)C(F)(F)F N-((E)-N'-((Z)-((R)-3-(4-chlorophenyl)-4-(thiophen-2-yl)-4,5-dihydro-1H-pyrazol-1-yl)(((4-(trifluoromethyl)phenyl)sulfonyl)imino)methyl)carbamoyl)acetamide